C(C)C(CN1C(=C(C(C=C1)=O)OCC1=CC=C(C=C1)OC)C)CCCC N-(2-ethylhexyl)-2-methyl-3-(4-methoxybenzyloxy)-pyridin-4-one